O=C1NC2(C(N1)=O)CC(CC2)CC2=NC=C(C=C2S(=O)(=O)N)F ((2,4-dioxo-1,3-diazaspiro[4.4]nonane-7-yl)methyl)-5-fluoropyridine-3-sulfonamide